CN[C@H]([C@H](O)C1=CC=C(C=C1)C)C (1R,2S)-2-(methylamino)-1-(p-tolyl)propan-1-ol